tert-Butyl 2-(4-(2-(2,6-dioxopiperidin-3-yl)-6-fluoro-1,3-dioxoisoindolin-5-yl)piperazine-1-yl)acetate O=C1NC(CCC1N1C(C2=CC(=C(C=C2C1=O)N1CCN(CC1)CC(=O)OC(C)(C)C)F)=O)=O